FC(OC1=CC=C(C=C1)N1C(C(=CC2=C1N=C(N=C2)OCC(F)(F)F)C=2C=CC1=C(N(C=N1)C)C2)=O)F 8-(4-(difluoromethoxy)phenyl)-6-(1-methyl-1H-benzo[d]imidazol-6-yl)-2-(2,2,2-trifluoroethoxy)pyrido[2,3-d]pyrimidin-7(8H)-one